FC1=C(C=C(C=C1)N1C(=CC2=C(C=CC=C12)OC)C(C)C)C 1-(4-fluoro-3-methyl-phenyl)-2-isopropyl-4-methoxy-indole